C(CCCCC)N1C=NCC1 hexylimidazoline